9-(1-((2-bromothiophen-3-yl)amino)ethyl)-2-(isoindolin-2-yl)-3,7-dimethyl-4H-pyrido[1,2-a]pyrimidin-4-one BrC=1SC=CC1NC(C)C1=CC(=CN2C1=NC(=C(C2=O)C)N2CC1=CC=CC=C1C2)C